rac-tert-butyl ((1S,4S,7S)-2-azabicyclo[2.2.1]heptan-7-yl)carbamate [C@H]12NC[C@H](CC1)[C@@H]2NC(OC(C)(C)C)=O |r|